COC1=C(C=C2C(=NC=NC2=C1)C=1C(=NN(C1)C)C1=CC=CC=C1)NC(=O)C12CNCC2C1 N-(7-methoxy-4-(1-methyl-3-phenyl-1H-pyrazol-4-yl)quinazolin-6-yl)-3-azabicyclo[3.1.0]hexane-1-carboxamide